C(CCCCCCC)C(COC(CCCCC(=O)O)=O)CCCCCCCCCC 6-((2-octyldodecyl)oxy)-6-oxohexanoic acid